C1=C2C(=C(C(=C1Cl)Cl)Cl)OC3=CC(=C(C(=C3O2)Cl)Cl)Cl 1,2,3,6,7,8-hexachlorodibenzo-p-dioxin